N-(2-(3-chloro-1-(oxetan-3-yl)-1H-pyrazol-4-yl)pyrimidin-4-yl)-5-isopropyl-8-((2R,3S)-2-methyl-3-((methylsulfonyl)methyl)azetidin-1-yl)isoquinolin-3-amine ClC1=NN(C=C1C1=NC=CC(=N1)NC=1N=CC2=C(C=CC(=C2C1)C(C)C)N1[C@@H]([C@H](C1)CS(=O)(=O)C)C)C1COC1